N-oleoyl-methyl-taurine C(CCCCCCC\C=C/CCCCCCCC)(=O)N(CCS(=O)(=O)O)C